3-(4-chlorophenyl)-2-methyl-1-phenylbutane-3-en-1-one ClC1=CC=C(C=C1)C(C(C(=O)C1=CC=CC=C1)C)=C